tert-butyl (S)-2-((6-chloro-3,4-dihydroquinolin-1(2H)-yl)methyl)morpholine-4-carboxylate ClC=1C=C2CCCN(C2=CC1)C[C@H]1CN(CCO1)C(=O)OC(C)(C)C